(1,3-dimethyl-azetidin-3-yl)-[4-((E)-3-methoxy-propenyl)-phenyl]-(5-pyrrolidin-1-yl-pyridin-3-yl)-methanol CN1CC(C1)(C)C(O)(C=1C=NC=C(C1)N1CCCC1)C1=CC=C(C=C1)\C=C\COC